NC1=C(C=C(C=N1)O)Cl 6-amino-5-chloro-pyridin-3-ol